C1(CC1)NC(=O)C1(CC(C1)NC1=NN2C(C(=N1)OC)=C(C=C2)C=2C=C1C=CC=NC1=CC2)C (1r,3r)-N-cyclopropyl-3-((4-methoxy-5-(quinolin-6-yl)pyrrolo[2,1-f][1,2,4]triazin-2-yl)amino)-1-methylcyclobutane-1-carboxamide